CN(CC(C1=CC(=CC=C1)F)N1C(C=C(C=C1)C1=CNC2=NC=C(C=C21)N2CCOCC2)=O)C 1-(2-(Dimethylamino)-1-(3-fluorophenyl)ethyl)-4-(5-morpholino-1H-pyrrolo[2,3-b]pyridin-3-yl)pyridin-2(1H)-one